ClC=1C(=NC(=NC1)NC1CNCCOC1)C1=CC=C2CN(C(C2=C1)=O)[C@@H](C(=O)N[C@H](CO)C1=CC(=CC=C1)C)C (2R)-2-(6-{5-chloro-2-[(1,4-oxazepan-6-yl)amino]pyrimidin-4-yl}-1-oxo-2,3-dihydro-1H-isoindol-2-yl)-N-[(1S)-2-hydroxy-1-(3-methylphenyl)ethyl]propanamide